tert-butyldimethyl(prop-2-ynyloxy)silane C(C)(C)(C)[Si](OCC#C)(C)C